2-(6-fluoro-1H-indol-3-yl)acetic acid FC1=CC=C2C(=CNC2=C1)CC(=O)O